(S)-1-(4-bromo-5,6,7,8-tetrahydroquinolin-2-yl)but-3-en-1-amine BrC1=CC(=NC=2CCCCC12)[C@H](CC=C)N